N1C=CC2=C(C=CC=C12)CCN 2-(1H-indol-4-yl)ethylamine